3-[5-Amino-3-[2-(dimethylamino)-6-methyl-4-pyridyl]pyrazolo[1,5-a]pyrimidin-2-yl]benzonitrile NC1=NC=2N(C=C1)N=C(C2C2=CC(=NC(=C2)C)N(C)C)C=2C=C(C#N)C=CC2